1-(2-fluoro-4-(methylsulfonyl)phenyl)-3-(6-(4-isopropyl-4H-1,2,4-triazol-3-yl)pyridin-2-yl)imidazolidin-2-one FC1=C(C=CC(=C1)S(=O)(=O)C)N1C(N(CC1)C1=NC(=CC=C1)C1=NN=CN1C(C)C)=O